coumarone calcium salt [Ca].O1C=CC2=CC=CC=C12